C(C1=CN=CC=C1)(=O)O.N1=CC=CC(=C1)C1N(C)CCC1 nicotine (nicotinate)